OC(CSCC(CO)O)CO bis(2,3-dihydroxypropyl) sulfide